5-(3-(4-(4-amino-3-(4-phenoxyphenyl)-1H-pyrazolo[3,4-d]pyrimidin-1-yl)-4'-(trifluoromethyl)-[1,4'-bipiperidin]-1'-yl)azetidin-1-yl)-2-(2,6-dioxopiperidin-3-yl)isoindoline-1,3-dione NC1=C2C(=NC=N1)N(N=C2C2=CC=C(C=C2)OC2=CC=CC=C2)C2CCN(CC2)C2(CCN(CC2)C2CN(C2)C=2C=C1C(N(C(C1=CC2)=O)C2C(NC(CC2)=O)=O)=O)C(F)(F)F